(R)-3-(5-bromo-2-methylphenyl)-3-hydroxy-1-methylpyrrolidin-2-one BrC=1C=CC(=C(C1)[C@]1(C(N(CC1)C)=O)O)C